CC1(C2C(N(C(C12)=O)CC1=CC2=NC=CC(=C2S1)C1=NC(=CC(=C1CC1CNCCO1)C)C(F)(F)F)=O)C 6,6-dimethyl-3-((7-(4-methyl-3-(morpholin-2-ylmethyl)-6-(trifluoromethyl)pyridin-2-yl)thieno[3,2-b]pyridin-2-yl)methyl)-3-azabicyclo[3.1.0]hexane-2,4-dione